10,13,16-trimethyl-17-((3-nitrobenzoyl)oxy)-3-oxo-6,7,8,9,10,11,12,13,14,15,16,17-dodecahydro-3H-cyclopenta[a]phenanthrene-17-carboxylic acid CC12C3CCC4(C(C(CC4C3CCC2=CC(C=C1)=O)C)(C(=O)O)OC(C1=CC(=CC=C1)[N+](=O)[O-])=O)C